2-(3-{3-[(1-methoxyprop-2-yl)amino]pyrrolidin-1-yl}-1,2,4-triazin-6-yl)-5-(1H-pyrazol-4-yl)phenol COCC(C)NC1CN(CC1)C=1N=NC(=CN1)C1=C(C=C(C=C1)C=1C=NNC1)O